2-[(4-fluoropyridin-2-yl)methyl]-8-methyl-4,5-dihydro-2H-furo[2,3-g]indazole-7-carboxylic acid FC1=CC(=NC=C1)CN1N=C2C3=C(CCC2=C1)OC(=C3C)C(=O)O